tert-butyl 2-(5-chloro-2-formylphenyl)-2,8-diazaspiro[4.5]decane-8-carboxylate ClC=1C=CC(=C(C1)N1CC2(CC1)CCN(CC2)C(=O)OC(C)(C)C)C=O